[6-(aminomethyl)-8-[4-(trifluoromethoxy)phenyl]imidazo[1,2-a]pyridin-5-yl]methanol NCC=1C=C(C=2N(C1CO)C=CN2)C2=CC=C(C=C2)OC(F)(F)F